4-(((1s,3R)-3-(dimethylamino)cyclobutyl)ethynyl)-7-isopropoxy-1-(((S)-5-oxopyrrolidin-2-yl)methoxy)isoquinoline-6-carboxamide CN(C1CC(C1)C#CC1=CN=C(C2=CC(=C(C=C12)C(=O)N)OC(C)C)OC[C@H]1NC(CC1)=O)C